1,12-dodecanedithiol zinc [Zn].C(CCCCCCCCCCCS)S